4-amino-3-methoxy-5-(oxazol-2-ylmethylamino)benzoic acid ethyl ester C(C)OC(C1=CC(=C(C(=C1)NCC=1OC=CN1)N)OC)=O